(3S)-1-acetyl-N-(((2S,5R)-6-((tert-butyldimethylsilyl)oxy)-7-oxo-1,6-diazabicyclo[3.2.1]octan-2-yl)(imino)methyl)pyrrolidine-3-carboxamide C(C)(=O)N1C[C@H](CC1)C(=O)NC(=N)[C@H]1N2C(N([C@H](CC1)C2)O[Si](C)(C)C(C)(C)C)=O